CC1=C2C(NC(C2=CC=C1)=O)=O methyl-isoindole-1,3-dione